F[C@@H]1[C@@H]([C@@H](N(C1)C(=O)C1(CCC1)O)CC=1C(=C(C=CC1)C1=CC(=CC=C1)C)F)NS(=O)(=O)CC N-[(2S,3R,4S)-4-fluoro-2-[(2-fluoro-3'-methyl[1,1'-biphenyl]-3-yl)methyl]-1-(1-hydroxycyclobutane-1-carbonyl)pyrrolidin-3-yl]ethanesulfonamide